OC(COCCCC)C1=CC(=C(C(=C1)OC)O)OC 1-hydroxy-2-butoxy-1-(4-hydroxy-3,5-dimethoxyphenyl)-ethane